NC1CCN(CC1)CCOCC(=O)NC1=C(C(=O)NC=2N=NC(=CC2)OC)C=CC=C1 (2-(2-(4-aminopiperidin-1-yl)ethoxy)acetamido)-N-(6-methoxy-pyridazin-3-yl)benzamide